ClC=1C=C(CN2CCC(CC2)C=2C=C3CN(C(C3=CC2)=O)C2C(NC(CC2)=O)=O)C=CC1 3-(5-(1-(3-chlorobenzyl)piperidin-4-yl)-1-oxoisoindolin-2-yl)piperidine-2,6-dione